3,4-difluoro-5-(6-methoxypyrimidin-4-yl)phenol FC=1C=C(C=C(C1F)C1=NC=NC(=C1)OC)O